FC(C1CC(CCC1)C1=NC=C(C=N1)O)(F)F 2-(3-(trifluoromethyl)cyclohexyl)pyrimidin-5-ol